methyl (R)-2-(2,2,7-trifluoro-3-oxo-6-(perfluorophenyl)-2,3-dihydro-4H-benzo[b][1,4]oxazin-4-yl)propanoate FC1(C(N(C2=C(O1)C=C(C(=C2)C2=C(C(=C(C(=C2F)F)F)F)F)F)[C@@H](C(=O)OC)C)=O)F